[Br-].C(C[NH3+])[NH3+].[Br-] ethane-1,2-diaminium bromide